ethyl 2-fluoro-3-[1-methyl-4-[[2-(2-morpholinoethoxy) phenyl] methyl] pyrazol-3-yl]-3-oxo-propionate FC(C(=O)OCC)C(=O)C1=NN(C=C1CC1=C(C=CC=C1)OCCN1CCOCC1)C